ethyl 1-amino-3-cyclopropyl-4-(3-methoxyphenyl)-1H-pyrrole-2-carboxylate NN1C(=C(C(=C1)C1=CC(=CC=C1)OC)C1CC1)C(=O)OCC